N(=C=S)C1=CC(=C(N(C1=O)C)C#N)C(F)(F)F 5-isothiocyanato-1-methyl-6-oxo-3-(trifluoromethyl)-1,6-dihydropyridine-2-carbonitrile